N-(3-((tert-butyldimethylsilyl)oxy)-4-methoxybenzyl)-3,4,5-trimethoxy-N-methylaniline [Si](C)(C)(C(C)(C)C)OC=1C=C(CN(C2=CC(=C(C(=C2)OC)OC)OC)C)C=CC1OC